CC1(CCN(CC1)C1=CN=C2C(=N1)N(N=C2SC2=CC(N(C=C2)C)=O)C2OCCCC2)CNC(OC(C)(C)C)=O tert-butyl ((4-methyl-1-(3-((1-methyl-2-oxo-1,2-dihydropyridin-4-yl)thio)-1-(tetrahydro-2H-pyran-2-yl)-1H-pyrazolo[3,4-b]pyrazin-6-yl)piperidin-4-yl)methyl)carbamate